C1(CC1)N1C(=NC2=C1C=C(C(=C2)NC=2SC(=NN2)C2=CC=C(C=C2)C(C)(C)C)F)C2=CC=C(C=C2)F N-(1-cyclopropyl-6-fluoro-2-(4-fluorophenyl)-5-benzimidazolyl)-5-(4-tert-butylphenyl)-1,3,4-thiadiazol-2-amine